FC1=CC=C(OC2=CC=C(C=N2)C=2N=C(C3=C(N2)CC[S@]3=O)NC=3C=NN(C3)CC(C)(C)O)C=C1 (R)-2-(6-(4-fluorophenoxy)pyridin-3-yl)-4-((1-(2-hydroxy-2-methylpropyl)-1H-pyrazol-4-yl)amino)-6,7-dihydrothieno[3,2-d]pyrimidine 5-oxide